4-{2-cyclopropyl-6-[4,5-difluoro-6-(hydroxymethyl)-1-oxo-3H-isoindol-2-yl]pyridin-4-yl}-3-(4-methyl-1,2,4-triazol-3-yl)benzonitrile C1(CC1)C1=NC(=CC(=C1)C1=C(C=C(C#N)C=C1)C1=NN=CN1C)N1C(C2=CC(=C(C(=C2C1)F)F)CO)=O